OC[C@H](C)NC(CN(C1=CC=C2C(=CC(OC2=C1)=O)C1=C(C=CC=C1)C)C)=O (S)-N-(1-hydroxypropan-2-yl)-2-(methyl(2-oxo-4-(o-tolyl)-2H-chromen-7-yl)amino)acetamide